FC1=C(C=CC(=C1O)F)NC(C(F)(F)F)=O N-(2,4-difluoro-3-hydroxy-phenyl)-2,2,2-trifluoro-acetamide